S1C=NC2=C1C=CC(=C2)NC(=O)C2C(CN(CC2)S(=O)(=O)C2=CC1=C(N=CS1)C=C2)(C)C N-(benzo[d]thiazol-5-yl)-1-(benzo[d]thiazol-6-ylsulfonyl)-3,3-dimethylpiperidine-4-carboxamide